4-bromo-2-iodo-1-(benzenesulfonyl)-1H-indol-5-amine BrC1=C2C=C(N(C2=CC=C1N)S(=O)(=O)C1=CC=CC=C1)I